(2-ethylhexyl)imino-1,3,5-triazine C(C)C(CN=C1NC=NC=N1)CCCC